azacyclobutane-3-nitrile N1CC(C1)C#N